C(C)(C)(C)OC(=O)NC=1C(N(C=CC1)[C@H](C(=O)OC)CC1CCCCC1)=O Methyl (S)-2-(3-((tert-butoxycarbonyl) amino)-2-oxopyridin-1(2H)-yl)-3-cyclohexylpropanoate